5-((2-(2-((6-Fluoro-[1,2,4]triazolo[4,3-a]pyridin-7-yl)amino)ethyl)-2-azaspiro[3.3]heptan-6-yl)oxy)-2,8-dimethylisoquinolin-1(2H)-one FC=1C(=CC=2N(C1)C=NN2)NCCN2CC1(C2)CC(C1)OC1=C2C=CN(C(C2=C(C=C1)C)=O)C